(2,3-dibromopropyl) acrylate C(C=C)(=O)OCC(CBr)Br